(1-amino-6-(1-ethyl-1H-pyrazol-5-yl)-1,2,3,4-tetrahydronaphthalen-1-yl)methanol NC1(CCCC2=CC(=CC=C12)C1=CC=NN1CC)CO